2-chloro-9,10-bis(tert-butoxycarbonylmethyloxymethylene)anthracene ClC1=CC=2C(C3=CC=CC=C3C(C2C=C1)=COCC(=O)OC(C)(C)C)=COCC(=O)OC(C)(C)C